N-((1-(6-Morpholinopyrimidin-4-yl)pyrrolidin-3-yl)methyl)aniline O1CCN(CC1)C1=CC(=NC=N1)N1CC(CC1)CNC1=CC=CC=C1